BrC1=CC(=C(C=C1)N=S1(CCNCC1)=O)F 1-((4-bromo-2-fluorophenyl)imino)-1λ6-thiomorpholine 1-oxide